N'1,N'4-Bis(2-(2,4-dichlorophenoxy)acetoxy)terephthalimidamide ClC1=C(OCC(=O)ON=C(C2=CC=C(C(N)=NOC(COC3=C(C=C(C=C3)Cl)Cl)=O)C=C2)N)C=CC(=C1)Cl